2-Bromo-5-fluoro-6-(1-methyl-1H-pyrazol-5-yl)-3-nitrobenzonitrile BrC1=C(C#N)C(=C(C=C1[N+](=O)[O-])F)C1=CC=NN1C